[N+](=O)([O-])C1=C(C(=O)O)C=C(C(=C1Cl)OC(=O)OC)Cl 2-nitro-3,5-dichloro-4-methoxycarbonyloxybenzoic acid